C(C1=CC=CC=C1)C1=NC(=NN1)C(=O)O 5-benzyl-1,2,4-Triazole-3-carboxylic acid